1-(2-Bromo-6-fluoro-phenyl)-piperidin-4-ylamine BrC1=C(C(=CC=C1)F)N1CCC(CC1)N